2-acetamido-5-cyclohexyl-N-(1-methyl-5-((1-methyl-5-((2-morpholinoethyl)carbamoyl)-1H-pyrrol-3-yl)carbamoyl)-1H-pyrrol-3-yl)thiazole-4-carboxamide C(C)(=O)NC=1SC(=C(N1)C(=O)NC1=CN(C(=C1)C(NC1=CN(C(=C1)C(NCCN1CCOCC1)=O)C)=O)C)C1CCCCC1